C(C)OC(C1=C(C(=C(C(=C1)OCC)Br)OCC)Cl)=O.COS(=O)(=O)[O-].C(CCCCCCCCCCCCCCCCC)(=O)OC(C[NH+](C)CCO)OC(CCCCCCCCCCCCCCCCC)=O distearoyl-oxyethyl-hydroxyethyl-methyl-ammonium methyl-sulfate ethyl-4-bromo-2-chloro-3,5-diethoxybenzoate